BrCCNS(=O)(=O)C(C)C N-(2-Bromoethyl)isopropylsulfonamide